BrC=1C(=C(C=2N(C1)C=C(N2)CCC(=O)OC)F)OC methyl 3-(6-bromo-8-fluoro-7-methoxy-imidazo[1,2-a]pyridin-2-yl)propanoate